OC(C#CC1=CC2=C(OC[C@@H](C(N2C)=O)NC(=O)C2=NC=CC(=C2)CC2=NC(=CC=C2)C)C=C1)(C)C (S)-N-(7-(3-hydroxy-3-methylbut-1-yn-1-yl)-5-methyl-4-oxo-2,3,4,5-tetrahydrobenzo[b][1,4]oxazepin-3-yl)-4-((6-methylpyridin-2-yl)methyl)pyridineamide